C(C1=CC=CC=C1)N1C(=C(C(C1=O)(C[Se]CC1=CC=CC=C1)C)CC(=O)O)C1=CC=CC=C1.COC=O.C1=CC=CC=2C3=CC=CC=C3C3(C12)C1=CC=C(C=C1OC=1C=C(C=CC13)OC(=O)C1=CC=C(N)C=C1)OC(=O)C1=CC=C(N)C=C1 4,4'-[spiro(xanthene-9,9'-fluorene)-3,6-diylbis(oxycarbonyl)]dianiline Methyl-formate 2-(1-benzyl-4-methyl-5-oxo-2-phenyl-4-((benzylseleno)methyl)-4,5-dihydro-1H-pyrrol-3-yl)acetate